C(=C)CCCCCCCC[Si](OCC)(OCC)OCC vinyloctyltriethoxysilane